OC=1C(=NC=CC1NC1=C(C(C1=O)=O)N[C@H](CC)C=1OC(=CC1)C)C(=O)N(C)C (R)-3-hydroxy-N,N-dimethyl-4-(2-(1-(5-methylfuran-2-yl)propylamino)-3,4-dioxocyclobut-1-enylamino)picolinamide